C(#N)C1(CC1)C=1C=C(C(=O)N[C@@H](C)C2=NC(=NN2C=2N=CC=NC2)C)C=C(C1)OC(F)(F)F 5-(5-{(1S)-1-[3-(1-Cyanocyclopropyl)-5-(trifluoromethoxy)benzamido]ethyl}-3-Methyl-1H-1,2,4-triazol-1-yl)pyrazin